N'-(5-(5-(chloromethyl)-1,2,4-oxadiazol-3-yl)thiophen-2-ylsulfonyl)-N,4-diethyl-4,5-dihydro-1H-pyrazole-1-carboximidamide ClCC1=NC(=NO1)C1=CC=C(S1)S(=O)(=O)N=C(NCC)N1N=CC(C1)CC